CCC1=C(C2=CC3=C(C(=C(N3)C=C4[C@H]([C@@H](C(=N4)C(=C5C(=C(C(=N5)C=C1N2)C)C(=O)O)CC(=O)O)CCC(=O)O)C)C)C=C)C (17S,18S)-18-(2-carboxyethyl)-20-(carboxymethyl)-12-ethenyl-7-ethyl-3,8,13,17-tetramethyl-17,18,22,23-tetrahydroporphyrin-2-carboxylic acid